tris(4-methoxyphenyl)diphenyl-sulfonium COC1=CC=C(C=C1)C1=C(C(=C(C=C1)[SH+]C1=CC=CC=C1)C1=CC=C(C=C1)OC)C1=CC=C(C=C1)OC